OC1=C(C=CC=C1)C=1C=C2C(=NN1)NC[C@@H]1N2CCN(C1)C1CCN(CC1)C(=O)OC(C)(C)C tert-butyl (S)-4-(2-(2-hydroxyphenyl)-5,6,6a,7,9,10-hexahydro-8H-pyrazino[1',2':4,5]pyrazino[2,3-c]pyridazin-8-yl)piperidine-1-carboxylate